[(3-fluoro-2-methoxyphenyl)amino]-2-(3-{2-[(2R)-1-(2-fluoroprop-2-enoyl)-2-methylpyrrolidin-2-yl]ethynyl}pyridin-4-yl)-1H,5H,6H,7H-pyrrolo[3,2-c]pyridin-4-one FC=1C(=C(C=CC1)NN1C(=CC=2C(NCCC21)=O)C2=C(C=NC=C2)C#C[C@@]2(N(CCC2)C(C(=C)F)=O)C)OC